5,5'-bis(chloromethyl)-2,2'-bithiophene ClCC1=CC=C(S1)C=1SC(=CC1)CCl